bromomethyl-2-fluorobenzenesulfonyl chloride BrCC=1C(=C(C=CC1)S(=O)(=O)Cl)F